1-(4-methylphenyl)methylamine CC1=CC=C(C=C1)CN